C(C)(C)(C)[In]C1C=CC=C1 tert-butylcyclopentadienylindium